ClC1=C(C=CC(=C1)F)C(=O)N1C[C@@H]2CC[C@H](C1)N2C=2C=C(C=C1C=NN(C21)C2CC2)S(=O)(=O)N2CCN(CC2)CCC2=CC=C(C=C2)Cl (2-chloro-4-fluoro-phenyl)-[(1S,5R)-8-[5-[4-[2-(4-chlorophenyl)ethyl]piperazin-1-yl]sulfonyl-1-cyclopropyl-indazol-7-yl]-3,8-diazabicyclo[3.2.1]octan-3-yl]methanone